4-bromo-N-(2-methyl-1,2,3-triazol-4-yl)pyridin-2-amine BrC1=CC(=NC=C1)NC1=NN(N=C1)C